Bis(2,4,6-trimethyl-benzoyl)-2,4-dipentyloxy-phenylphosphine oxide CC1=C(C(=O)P(C2=C(C=C(C=C2)OCCCCC)OCCCCC)(C(C2=C(C=C(C=C2C)C)C)=O)=O)C(=CC(=C1)C)C